6-fluoropyrazolo[1,5-a]pyrimidine-3-carbaldehyde FC=1C=NC=2N(C1)N=CC2C=O